4-(4-fluorobenzoyl)-3-methylpiperazine FC1=CC=C(C(=O)N2C(CNCC2)C)C=C1